(R)-N-(5-(5-(methoxymethyl)-1,2,4-oxadiazol-3-yl)-2,3-dihydro-1H-inden-1-yl)-2,4-dimethyloxazole-5-carboxamide COCC1=NC(=NO1)C=1C=C2CC[C@H](C2=CC1)NC(=O)C1=C(N=C(O1)C)C